2,4-dichloro-7-(2-fluoro-6-methoxyphenyl)-5,6-dihydroquinazoline ClC1=NC=2C=C(CCC2C(=N1)Cl)C1=C(C=CC=C1OC)F